p-vinylbenzoate C(=C)C1=CC=C(C(=O)[O-])C=C1